C(#N)COC1=CC(=C(C=C1F)NS(=O)(=O)C1=CNC(=C1)C1=CC=CC=C1)F N-[4-(cyanomethoxy)-2,5-difluoro-phenyl]-5-phenyl-1H-pyrrole-3-sulfonamide